BrCC1=C(C=CC=C1Cl)Cl 2-(bromomethyl)-1,3-dichloro-benzene